methoxyphenyl-sulfonium-trifluoromethanesulfonic acid salt FC(S(=O)(=O)[O-])(F)F.CO[SH+]C1=CC=CC=C1